OCC1CCC(CC1)NC(=O)C1=NC=CC(=N1)N1C=NC=C1 N-((1r,4r)-4-(hydroxymethyl)cyclohexyl)-4-(1H-imidazol-1-yl)pyrimidine-2-carboxamide